CS(=O)(=O)OCC1=CC=C(C=C1)C=1C=2C=CC=3N(C2N=C(C1)C(C(F)(F)F)(F)F)C=C(N3)C=3OC=NN3 4-(8-(1,3,4-oxadiazol-2-yl)-2-(perfluoroethyl)imidazo[1,2-a][1,8]naphthyridin-4-yl)benzyl methanesulfonate